CC=1C=C(N=NC1C=1C=CC(=C2C=NNC12)C(F)(F)F)N[C@H]1CN(CCC1)CCO (R)-2-(3-((5-Methyl-6-(4-(trifluoromethyl)-1H-indazol-7-yl)pyridazin-3-yl)amino)piperidin-1-yl)ethan-1-ol